FC(C(=C(F)F)F)F pentaFluoropropylene